2,3-dimyristoylglycerol tert-Butyl-(S)-(2-(2,3-dihydroxypropyl)pyridin-3-yl)carbamate C(C)(C)(C)N(C(=O)OCC(OC(CCCCCCCCCCCCC)=O)COC(CCCCCCCCCCCCC)=O)C=1C(=NC=CC1)C[C@@H](CO)O